C(CCCCCCCCCCC)(=O)N[C@@H](CCC(=O)O)C(=O)O N-lauroyl-L-glutamic acid